BrC1=CC=C(C=C1)/N=C/1\C2=C(N=C3N1CCCC3)OC(=C2)C2=CC=C(C=C2)F (E)-N-(4-bromophenyl)-2-(4-fluorophenyl)-6,7,8,9-tetrahydro-4H-furo[2,3-d]pyrido[1,2-a]pyrimidine-4-imine